(2S)-2-({[(2S)-1,5-di-tert-butoxy-1,5-dioxopentan-2-yl]carbamoyl}amino)-6-({[(9H-fluoren-9-yl)methoxy]carbonyl}amino)hexanoic acid C(C)(C)(C)OC([C@H](CCC(=O)OC(C)(C)C)NC(=O)N[C@H](C(=O)O)CCCCNC(=O)OCC1C2=CC=CC=C2C=2C=CC=CC12)=O